C(C)SC1=NSC(=N1)NC([O-])=O (3-(ethylthio)-1,2,4-thiadiazol-5-yl)carbamate